2-chloro-N-(4-chlorophenyl)-5-nitropyrimidin-4-amine ClC1=NC=C(C(=N1)NC1=CC=C(C=C1)Cl)[N+](=O)[O-]